C1(C(C1)[B-](F)(F)F)C1CC1.[K+] potassium [1,1'-bi(cyclopropan)]-2-yltrifluoroborate